FC(C1=CC=C(CO\N=C(/C)\C2=CC=C(C=C2)C2=NOC(=N2)[C@H]2CN(CC2)C(=O)OC(C)(C)C)C=C1)(F)F tert-butyl (R,E)-3-(3-(4-(1-(((4-(trifluoromethyl)benzyl)oxy)imino)ethyl)phenyl)-1,2,4-oxadiazol-5-yl)pyrrolidine-1-carboxylate